4-[1-[2-[3,5-bis(trifluoromethyl)pyrazol-1-yl]acetyl]-4-piperidinyl]-N-tetrahydronaphthalen-1-ylpyridine-2-carboxamide FC(C1=NN(C(=C1)C(F)(F)F)CC(=O)N1CCC(CC1)C1=CC(=NC=C1)C(=O)NC1CCCC2=CC=CC=C12)(F)F